4-[2-[1-[1-[5-(dimethylamino)-3-isoquinolinyl]pyrrolo[2,3-c]pyridin-5-yl]-4-piperidinyl]ethyl]piperazin-1-yl-2-(2,6-dioxo-3-piperidinyl)-6-fluoro-isoindoline-1,3-dione formate C(=O)O.CN(C1=C2C=C(N=CC2=CC=C1)N1C=CC=2C1=CN=C(C2)N2CCC(CC2)CCN2CCN(CC2)C2=C1C(N(C(C1=CC(=C2)F)=O)C2C(NC(CC2)=O)=O)=O)C